OC1=C(C(=CC(=C1)C(F)(F)F)C)C1=CC2=C(N=N1)N(CC2)CC2(CCC2)C#N 1-[[3-[2-hydroxy-6-methyl-4-(trifluoromethyl)phenyl]-5,6-dihydropyrrolo[2,3-c]pyridazin-7-yl]methyl]cyclobutanecarbonitrile